C[C@@H]1N(CCOC1)C1=C2N=CN(C2=NC(=N1)C#CC=1N(C=C(N1)C1=CC=CC=C1)C)C (S)-3-Methyl-4-(9-methyl-2-((1-methyl-4-phenyl-1H-imidazol-2-yl)ethynyl)-9H-purin-6-yl)morpholine